C(C)OC(=O)C=1C(=C(NC1)C1=CC=C(C=C1)C(F)(F)F)C1=CC=C(C=C1)OC (4-methoxyphenyl)-2-(4-(trifluoromethyl)phenyl)Azole-4-carboxylic acid ethyl ester